C(C1=CC=CC=C1)N1CCN(CC1)C1=C(C=NC2=CC=CC=C12)NC(C1=CC=C(C=C1)CCC)=O N-(4-(4-benzylpiperazin-1-yl)quinolin-3-yl)-4-propylbenzamide